t-butyl-(dimethyl)[(2,3,5-trifluorophenyl)methoxy]silane C(C)(C)(C)[Si](OCC1=C(C(=CC(=C1)F)F)F)(C)C